4-((1R,5S)-3,8-diazabicyclo[3.2.1]octan-3-yl)-7-(8-ethynyl-7-fluoronaphthalen-1-yl)-8-fluoro-2-((6-methylenehexahydroindolizin-8a(1H)-yl)methoxy)-pyrido[4,3-d]pyrimidine [C@H]12CN(C[C@H](CC1)N2)C=2C1=C(N=C(N2)OCC23CCC(CN3CCC2)=C)C(=C(N=C1)C1=CC=CC2=CC=C(C(=C12)C#C)F)F